(2-methyl-3-phenylpropyl) prop-2-enoate C(C=C)(=O)OCC(CC1=CC=CC=C1)C